(2-cyclopropyl-6-((2-((2-methoxy-5-(1-methyl-1H-pyrazol-4-yl)-4-(4-methylpiperazine-1-yl)phenyl)amino)-7H-pyrrolo[2,3-d]pyrimidin-4-yl)amino)quinolin-5-yl)dimethylphosphine oxide C1(CC1)C1=NC2=CC=C(C(=C2C=C1)P(C)(C)=O)NC=1C2=C(N=C(N1)NC1=C(C=C(C(=C1)C=1C=NN(C1)C)N1CCN(CC1)C)OC)NC=C2